2-dimethylamino-ethanesulfonic acid (4-{6-amino-5-[1-(2,6-dichloro-3-fluoro-phenyl)-ethoxy]-pyridin-3-yl}-phenyl)-amide NC1=C(C=C(C=N1)C1=CC=C(C=C1)NS(=O)(=O)CCN(C)C)OC(C)C1=C(C(=CC=C1Cl)F)Cl